N-((1r,3S)-3-benzylcyclobutyl)-N-methyl-6-oxo-7-oxa-5-azaspiro[3.4]octane-2-carboxamide C(C1=CC=CC=C1)C1CC(C1)N(C(=O)C1CC2(C1)NC(OC2)=O)C